ClC1=C(C(=NN1C1=CC=CC=C1)C1=NOC(=C1)C)C(=O)N1CCC2(CC1)CCN(CC2)CCC(C)(C)C (5-Chloro-3-(5-methylisoxazol-3-yl)-1-phenyl-1H-pyrazol-4-yl)(9-(3,3-dimethylbutyl)-3,9-diazaspiro[5.5]undecan-3-yl)methanone